6-fluoro-3-methoxybenzo[d]isoxazole FC1=CC2=C(C(=NO2)OC)C=C1